2-{[3-(4-chlorophenyl)propyl]({[(9H-fluoren-9-yl)methoxy]carbonyl})amino}acetic acid ClC1=CC=C(C=C1)CCCN(CC(=O)O)C(=O)OCC1C2=CC=CC=C2C=2C=CC=CC12